S(N)(=O)(=O)NCC#C 3-(sulfamoylamino)prop-1-yne